(E)-N-(4-(1-(4-(4-(4-((2-(2,6-dioxopiperidin-3-yl)-3-oxoisoindolin-4-yl)thio)butyl)piperazin-1-yl)benzoyl)piperidin-4-yl)butyl)-3-(pyridin-3-yl)acrylamide O=C1NC(CCC1N1CC2=CC=CC(=C2C1=O)SCCCCN1CCN(CC1)C1=CC=C(C(=O)N2CCC(CC2)CCCCNC(\C=C\C=2C=NC=CC2)=O)C=C1)=O